COC=1C=C(C=CC1OC)[C@@H](C)NC(\C=C\C1=CNC2=NC=C(C=C21)C=2C=NN(C2C)C)=O (R,E)-N-(1-(3,4-dimethoxyphenyl)ethyl)-3-(5-(1,5-dimethyl-1H-pyrazol-4-yl)-1H-pyrrolo[2,3-b]pyridin-3-yl)acrylamide